CCCC\C=C/C\C=C/CCCCCCCCCC(CCCCCCCCC\C=C/C\C=C/CCCC)OC(CCCNCCCC(OCC)OCC)=O (5Z,8Z,29Z,32Z)-heptatriaconta-5,8,29,32-tetraen-19-yl-4-((4,4-diethoxybutyl)amino)butan-oate